1-(2-furyl)-methyl-tris(dimethylamino)tin O1C(=CC=C1)C[Sn](N(C)C)(N(C)C)N(C)C